CN1CN=CC=C1 methyl-1H-pyrimidin